BrC=1C=C(C=C2C(CCOC12)=O)CN1\C(\N(C=C1)C)=N/C(OCCCC)=O butyl (Z)-(1-((8-bromo-4-oxochroman-6-yl)methyl)-3-methyl-1,3-dihydro-2H-imidazol-2-ylidene)carbamate